C1=CC=C(C=C1)[C@@H]([C@H](C2=CC=CC=C2)O)N (S,S)-(-)-2-Amino-1,2-diphenylethanol